OCCOC=1C=C2C(N(C(=NC2=C(C1)C)C=1C=C2C(=CN1)SC=C2)COCC[Si](C)(C)C)=O 6-(2-hydroxy-ethoxy)-8-methyl-2-thieno[2,3-c]pyridin-5-yl-3-(2-trimethylsilyl-ethoxymethyl)-3H-quinazolin-4-one